[Br-].C(CCCCCCCCC)[N+]1=CN(C2=C1C=CC=C2)CCCCCCCCCC 1,3-Didecylbenzimidazolium bromide